CC1=NC2=C(C=CC=C2C=C1)C(=O)[O-] 2-methylquinoline-8-carboxylate